2-amino-5-{2-[(1S)-1-cyclopropylethyl]-7-methanesulfonamido-1-oxo-2,3-dihydro-1H-isoindol-5-yl}-N-(1,3-dimethyl-1H-pyrazol-4-yl)pyrazolo[1,5-a]pyrimidine-3-carboxamide NC1=NN2C(N=C(C=C2)C=2C=C3CN(C(C3=C(C2)NS(=O)(=O)C)=O)[C@@H](C)C2CC2)=C1C(=O)NC=1C(=NN(C1)C)C